(E)-5-(4-Hydroxy-3-methoxybenzylidene)-1-(4-methoxyphenyl)pyrimidine-2,4,6(1H,3H,5H)-trione OC1=C(C=C(\C=C\2/C(NC(N(C2=O)C2=CC=C(C=C2)OC)=O)=O)C=C1)OC